N-cyclohexyl-7-(pyridin-4-yl)-5H-pyrrolo[3,2-d]pyrimidin-2-amine C1(CCCCC1)NC=1N=CC2=C(N1)C(=CN2)C2=CC=NC=C2